N[C@H]1C[C@@H]2CC[C@H]3[C@@H]4CCC[C@@]4(C)CC[C@@H]3[C@]2(CC1)C 3α-Amino-5α-Androstane